4-bromo-3-iodopyrazolo[1,5-a]pyridin-6-ol BrC=1C=2N(C=C(C1)O)N=CC2I